COC1=CC=C(C=C1)C=1CC(N(N1)C=1C=C(C(=O)O)C=CC1)C=1C(=NN(C1)C1=CC=CC=C1)C1=CC=C(C=C1)C 3-(5-(4-methoxyphenyl)-1'-phenyl-3'-(p-tolyl)-3,4-dihydro-1'H,2H-[3,4'-bipyrazol]-2-yl)benzoic acid